FC1=C(C=C2CC([C@H](C2=C1)NC(O[C@@H]1CN2CCC1CC2)=O)(C)C)C2=CC(=C(C=C2)OC(C)C)F (S)-quinuclidin-3-yl ((R)-6-fluoro-5-(3-fluoro-4-isopropoxyphenyl)-2,2-dimethyl-2,3-dihydro-1H-inden-1-yl)carbamate